CN(CC(O)C=1C=C(C#N)C=CC1)C 3-(2-(dimethylamino)-1-hydroxyethyl)benzonitrile